C(C)O[Si](CCCSSCCC[Si](OCC)(OCC)OCC)(OCC)OCC bis-[gamma-(triethoxysilyl) propyl] disulphide